N-(5-chloro-2-(3-ethyl-1,4-diazepan-1-yl)pyrimidin-4-yl)-1H-indazol-5-amine ClC=1C(=NC(=NC1)N1CC(NCCC1)CC)NC=1C=C2C=NNC2=CC1